BrC(C(=O)NC1=NC=C(C=C1)OC1CCCC1)C 2-bromo-N-[5-(cyclopentyloxy)pyridin-2-yl]propanamide